C(#N)C=1N(N=C2C(=CC=CC12)C1=CC(=CC(=C1)F)F)[C@H]1C=C(C(=O)O)O[C@H]([C@@H]1NC(C(C)C)=O)[C@H](O)[C@H](O)CO 2,6-Anhydro-4-(3-cyano-7-(3,5-difluorophenyl)-2H-indazol-2-yl)-3,4,5-trideoxy-5-isobutyramido-D-glycero-D-galacto-non-2-enonic acid